CC1=COCO1 5-methyl-1,3-dioxol